C(C=1C(C(=O)O)=CC=CC1)(=O)O.C(C)C(CO)CCCC.C(C)C(CO)CCCC di(2-ethyl-hexanol) phthalate